(2S)-2-(3-(5-(1-amino-2,2-difluoroethyl)-6-methoxypyridin-3-yl)-4,4-difluoropiperidin-1-yl)-N-((R)-5-(3,5-difluorophenyl)-6,7-dihydro-5H-pyrrolo[1,2-a]imidazol-2-yl)propanamide NC(C(F)F)C=1C=C(C=NC1OC)C1CN(CCC1(F)F)[C@H](C(=O)NC=1N=C2N(C1)[C@H](CC2)C2=CC(=CC(=C2)F)F)C